C(\C=C\C(=O)OC(C)C)(=O)OCC ethyl isopropyl fumarate